C(C1=CC=CC=C1)OC(=O)N1CCC(CC1)SC(C)=O 4-(acetyl-thio)-piperidine-1-carboxylic acid benzyl ester